CC(C)C1=C(C(=CC(=C1)C(C)C)C(C)C)C1=C(C=CC=C1)P [2',4',6'-tris(propan-2-yl)-[1,1'-biphenyl]-2-yl]phosphane